(S)-2-((2S,3R)-3-((tert-butoxycarbonyl)amino)-2-hydroxy-4-phenylbutanamido)-2-(3-(trifluoromethoxy)phenyl)acetic acid C(C)(C)(C)OC(=O)N[C@@H]([C@@H](C(=O)N[C@H](C(=O)O)C1=CC(=CC=C1)OC(F)(F)F)O)CC1=CC=CC=C1